NC1=CC2=C(CN(C[C@H](O2)CC)C(=O)OCC2=CC=CC=C2)C=C1C benzyl (R)-8-amino-2-ethyl-7-methyl-2,3-dihydrobenzo[f][1,4]oxazepine-4(5H)-carboxylate